OC1(CC(C1)C(=O)N1CC2(C1)C[C@@H](CC2)C2=CC(=C(C=C2)OC(F)(F)F)C)C |r| (rac)-((1s,3s)-3-hydroxy-3-methylcyclobutyl)(6-(3-methyl-4-(trifluoromethoxy)Phenyl)-2-azaspiro[3.4]Oct-2-yl)methanone